C(C)(C)(C)OC(=O)N1CCC(CC1)C1=CC=C(C=C1)C1=CC(=C2CN(C(C2=C1)=O)C(C(=O)O[Li])C1=C2N(C=N1)CCC2)F [2-[6-[4-(1-tert-butoxycarbonyl-4-piperidyl)phenyl]-4-fluoro-1-oxo-isoindolin-2-yl]-2-(6,7-dihydro-5H-pyrrolo[1,2-c]imidazol-1-yl)acetyl]oxylithium